Methyl (S)-5-((8-((tert-butoxycarbonyl)amino)octyl)amino)-4-(4-(((2,4-diaminopteridin-6-yl)methyl)(methyl)amino)benzamido)-5-oxopentanoate C(C)(C)(C)OC(=O)NCCCCCCCCNC([C@H](CCC(=O)OC)NC(C1=CC=C(C=C1)N(C)CC=1N=C2C(=NC(=NC2=NC1)N)N)=O)=O